2-keto-azetidine O=C1NCC1